O1[C@@H](COCC1)CN1N=C2C3=C(CCC2=C1)OC(=C3C(F)(F)F)C(=O)NC[C@@H]3OCCOC3 2-{[(2R)-1,4-Dioxacyclohexan-2-yl]methyl}-N-{[(2S)-1,4-Dioxacyclohexan-2-yl]methyl}-8-(trifluoromethyl)-4,5-dihydro-2H-furo[2,3-g]indazole-7-carboxamide